5-bromo-6-chloroquinoxaline BrC1=C2N=CC=NC2=CC=C1Cl